ClC=1C=C2C=CN(C2=C(C1)C1=C2C(=NC=C1)C=C(S2)CN2C(N(C1(CCC1)C2=O)CC(F)(F)F)=O)CC2(CCNCC2)C#N 4-((5-Chloro-7-(2-((6,8-dioxo-5-(2,2,2-trifluoroethyl)-5,7-diazaspiro[3.4]Octan-7-yl)methyl)thieno[3,2-b]pyridin-7-yl)-1H-indol-1-yl)methyl)piperidine-4-carbonitrile